Methyl 2,3,5,6-tetrafluorobenzoate FC1=C(C(=O)OC)C(=C(C=C1F)F)F